5-hydroxybenzoxazolone OC=1C=CC2=C(NC(O2)=O)C1